tert-butyl 3-(5-methoxyimidazo[1,2-c]pyrimidin-7-yl)pyrrolidine-1-carboxylate COC1=NC(=CC=2N1C=CN2)C2CN(CC2)C(=O)OC(C)(C)C